C1(CC1)C=1C=C(OC2CC3(CNC3)CC2)C=CC1C 6-(3-Cyclopropyl-4-methylphenoxy)-2-azaspiro[3.4]octan